ClC=1C=C(C=CC1Cl)[C@@](C)(O)[C@@H]1[C@H]([C@H]([C@@H](C1)N1C=CC\2=C1NC=N/C2=N/O)O)O (E)-7-((1R,2S,3R,4S)-4-((S)-1-(3,4-dichlorophenyl)-1-hydroxyethyl)-2,3-dihydroxycyclopentyl)-1,7-dihydro-4H-pyrrolo[2,3-d]pyrimidin-4-one oxime